C1CC12N(CCC2)C(=O)N[C@H](C(=O)O)CCN(CCCCC2=NC=1NCCCC1C=C2)CCOC(C)C (2S)-2-(4-azaspiro[2.4]heptane-4-carbonylamino)-4-[2-isopropoxyethyl-[4-(5,6,7,8-tetrahydro-1,8-naphthyridin-2-yl)butyl]amino]butanoic acid